2-bromo-1,3-dichlorobenzene BrC1=C(C=CC=C1Cl)Cl